C1(CC=CCC1)C(=O)O 3-Cyclohexenecarboxylic acid